(2R,3R,4S,5S)-2-(4-amino-7H-pyrrolo[2,3-d]pyrimidin-7-yl)-5-((S)-1-(5-chlorothiophen-2-yl)-1-hydroxyethyl)tetrahydrofuran-3,4-diol NC=1C2=C(N=CN1)N(C=C2)[C@@H]2O[C@@H]([C@H]([C@H]2O)O)[C@](C)(O)C=2SC(=CC2)Cl